C(C)(C)(C)OC(NC(C(=O)N1CCN(CC1)C(NC1=NC(N(C=C1)[C@@H]1CC[C@@H](CC1)C=O)=O)=O)(C)C)=O (1-(4-((1-(cis-4-formylcyclohexyl)-2-oxo-1,2-dihydropyrimidin-4-yl)carbamoyl)piperazin-1-yl)-2-methyl-1-oxopropan-2-yl)carbamic acid tert-butyl ester